FCCN1C[C@H](N(CC1)CC1=C2C=CNC2=C(C=C1OC)C)C1=CC=C(C(=O)O)C=C1 (R)-4-(4-(2-fluoroethyl)-1-((5-methoxy-7-methyl-1H-indol-4-yl)methyl)piperazin-2-yl)benzoic acid